4-chloro-3-methylaniline ClC1=C(C=C(N)C=C1)C